carbamothioyl-pyrrolidine-carboxamide C(N)(=S)C1N(CCC1)C(=O)N